FC(C1=CC=C(C=C1)C=1N=C(C2=C(N1)CN(CC2)C(=O)OCCCC)C#C[Si](C)(C)C)(F)F butyl 2-(4-(trifluoromethyl)phenyl)-4-((trimethylsilyl)ethynyl)-5,8-dihydropyrido[3,4-d]pyrimidine-7(6H)-carboxylate